(3R)-4-amino-N,3-dimethyl-N-((5S)-2-(trifluoromethyl)-5,8-dihydro-6H-pyrano[3,4-b]pyridin-5-yl)-1,3-dihydrofuro[3,4-c][1,7]naphthyridine-8-carboxamide NC1=NC=2C=NC(=CC2C2=C1[C@H](OC2)C)C(=O)N([C@@H]2COCC1=NC(=CC=C12)C(F)(F)F)C